CC1=CC=C(C=C1)S(=O)(=O)[O-].C1(=CC=CC=C1)[Sn+3].CC1=CC=C(C=C1)S(=O)(=O)[O-].CC1=CC=C(C=C1)S(=O)(=O)[O-] phenyl-tin p-toluenesulfonate salt